N12CCN(C(CC1)CC2)C(=O)OC2=CC=C(C=C2)Br 1,4-Diazabicyclo[3.2.2]nonane-4-carboxylic acid, 4-bromophenyl ester